C(C(=C)C)(=O)OC1(CCCCC1)C(C)(C)C t-butylcyclohexyl methacrylate